ClC1=CC(=C(C=C1)C=1C=C2C3=C(P(C2=CC1)(C)=O)C=CC=C3)C3=NC(=NC(=N3)C3=CC=CC=C3)C3=CC=CC=C3 2-(4-chloro-2-(4,6-diphenyl-1,3,5-triazin-2-yl)phenyl)-5-methylbenzo[b]phosphindole 5-oxide